3-methoxy-5-(5-(pyrrolidin-1-yl)-1H-benzo[d]imidazol-2-yl)benzene-1,2-diol COC1=C(C(=CC(=C1)C1=NC2=C(N1)C=CC(=C2)N2CCCC2)O)O